N-2-aminoethyl-l-1-aminoundecyltrimethoxysilane NCCNC(CCCCCCCCCC)[Si](OC)(OC)OC